[Br-].COC1=C(C=CC=C1C1=NN(C=N1)C([2H])([2H])[2H])NC1=CC(=NC=C1C(CC([2H])([2H])[2H])=O)C1(CC1)C(=O)N (4-((2-methoxy-3-(1-(methyl-d3)-1H-1,2,4-triazol-3-yl)phenyl)amino)-5-(propanoyl-3,3,3-d3)pyridin-2-yl)cyclopropanecarboxamide, hydrogen bromide salt